tert-butyl (4-(hydrazinocarbonyl)benzyl)(methyl)carbamate N(N)C(=O)C1=CC=C(CN(C(OC(C)(C)C)=O)C)C=C1